cytidine-monophosphate P(=O)(O)(O)OC[C@@H]1[C@H]([C@H]([C@@H](O1)N1C(=O)N=C(N)C=C1)O)O